CC(=CCCC(/C=C/CC#C)=C)C (E)-10-methyl-6-methyleneundec-4,9-dien-1-yne